6-Chloro-3-[(1R)-1-[3,6-dimethyl-4-oxo-2-(2-pyridyl)chromen-8-yl]ethoxy]-N-methoxy-pyridine-2-carboxamide ClC1=CC=C(C(=N1)C(=O)NOC)O[C@H](C)C=1C=C(C=C2C(C(=C(OC12)C1=NC=CC=C1)C)=O)C